4-(3-isopropyl-2-(4,4,5,5-tetramethyl-1,3,2-dioxaborolan-2-yl)-1H-indol-5-yl)piperidine-1-carboxylic acid tert-butyl ester C(C)(C)(C)OC(=O)N1CCC(CC1)C=1C=C2C(=C(NC2=CC1)B1OC(C(O1)(C)C)(C)C)C(C)C